NC1=C2CN(CC2=CC=C1)C(=O)C1=C(C(=C(C=C1O)O)C)OC (4-Aminoisoindolin-2-yl)(4,6-dihydroxy-2-methoxy-3-methylphenyl)methanone